(4-fluoro-benzyl)-amine FC1=CC=C(CN)C=C1